(S)-2-((((9H-fluoren-9-yl)methoxy)carbonyl)amino)-3-(5-chloro-2-(4-methylthiazol-5-yl)phenyl)propanoic acid C1=CC=CC=2C3=CC=CC=C3C(C12)COC(=O)N[C@H](C(=O)O)CC1=C(C=CC(=C1)Cl)C1=C(N=CS1)C